ClC=1C(=NC(=NC1)NC=1C(=CC(=C(C1)NC(C=C)=O)N(C)CCN(C)C)OC)NC1=C(C=C(C=C1)C)NS(=O)(=O)C N-(5-((5-chloro-4-((4-methyl-2-(methylsulfonamido)phenyl)amino)pyrimidin-2-yl)amino)-2-((2-(dimethylamino)ethyl)(methyl)amino)-4-methoxyphenyl)acrylamide